O=C1NC(CCC1N1C(C2=CC=C(C=C2C1=O)N[C@H]1CN(CCC1)CC1CCN(CC1)C1=CC=C(C=C1)[C@H]1[C@H](CCC2=CC(=CC=C12)O)C1=CC=CC=C1)=O)=O 2-(2,6-dioxopiperidin-3-yl)-5-(((R)-1-((1-(4-((1R,2S)-6-hydroxy-2-phenyl-1,2,3,4-tetrahydronaphthalen-1-yl)phenyl)piperidin-4-yl)methyl)piperidin-3-yl)amino)isoindoline-1,3-dione